CC1CC2(N(C(C1)C2)C(NC2=CC(=C(C=C2)C)C2=NN(C=C2)C)=O)C(=O)O cis-3-methyl-6-((4-methyl-3-(1-methyl-1H-pyrazol-3-yl)phenyl)carbamoyl)-6-azabicyclo[3.1.1]heptane-1-carboxylic acid